1,3-ditertbutylbenzene C(C)(C)(C)C1=CC(=CC=C1)C(C)(C)C